C(C)OC(=O)C=1C=NN(C1)CC=1C(=NC(=CC1)N1CC2CC2C1)CC#N.ClC1=C(C(=CC=C1)Cl)COC=1C=NC(=NC1)N1CCN(CC1)C(C)=O 1-(4-{5-[(2,6-dichlorophenyl)methoxy]pyrimidin-2-yl}piperazin-1-yl)ethanone ethyl-1-[(6-{3-azabicyclo[3.1.0]hex-3-yl}-2-(cyanomethyl)pyridin-3-yl)methyl]-1H-pyrazole-4-carboxylate